(4-(hydroxymethyl)tetrahydro-2H-pyran-4-yl)methyl 4-methylbenzenesulfonate CC1=CC=C(C=C1)S(=O)(=O)OCC1(CCOCC1)CO